(R)-5-((2H-1,2,3-triazol-2-yl)methyl)-3-(3-fluoro-4-(2-thia-6-azaspiro[3.3]hept-6-yl)phenyl)oxazolidin-2-one ethyl-5-oxopyrrolidine-2-carboxylate C(C)OC(=O)C1NC(CC1)=O.N=1N(N=CC1)C[C@H]1CN(C(O1)=O)C1=CC(=C(C=C1)N1CC2(CSC2)C1)F